7-methyl-5-[[4-(trifluoromethoxy)phenyl]methyl][1,2,4]triazolo[1,5-a]pyridine CC1=CC=2N(C(=C1)CC1=CC=C(C=C1)OC(F)(F)F)N=CN2